ethylcyano(hydroxyimino)acetic acid C(C)OC(C(=NO)C#N)=O